1-Methyl-3-[2-(1H-pyrazol-1-ylmethyl)biphenyl-4-yl]urea CNC(=O)NC1=CC(=C(C=C1)C1=CC=CC=C1)CN1N=CC=C1